ClCCC1=CC=CC=C1 1-(2-chloroethyl)benzene